ClC=1C=C(C=C(C1)NS(=O)(=O)C)NC(=O)C=1SC(=C(C1)C1=NC=C(C=C1F)N1CC(CCC1)(F)F)C N-(3-chloro-5-(methylsulfonamido)phenyl)-4-(5-(3,3-difluoropiperidin-1-yl)-3-fluoropyridin-2-yl)-5-methylthiophene-2-carboxamide